salicylketone C(C=1C(O)=CC=CC1)C(=O)CC=1C(O)=CC=CC1